8-ethyl-5,6,11-trimethyl-pentadecane C(C)C(CC(C(CCCC)C)C)CCC(CCCC)C